methyl N-[[5-[1-(2,6-difluoro-4-iodophenyl)-1H-pyrazol-3-yl]-2-methyl-phenyl]methyl]carbamate FC1=C(C(=CC(=C1)I)F)N1N=C(C=C1)C=1C=CC(=C(C1)CNC(OC)=O)C